((2R,4S)-4-((tert-Butyldimethylsilyl)oxy)-2-ethynylpyrrolidin-1-yl)(cyclopropyl)methanone [Si](C)(C)(C(C)(C)C)O[C@H]1C[C@@H](N(C1)C(=O)C1CC1)C#C